(R)-6-(2-amino-4-(trifluoromethyl)phenyl)-N-(1-ethylpiperidin-3-yl)-4-methylpyridazin-3-amine NC1=C(C=CC(=C1)C(F)(F)F)C1=CC(=C(N=N1)N[C@H]1CN(CCC1)CC)C